C(=O)(O)COC1CCC(CC1)C1CCC(CC1)OCC(=O)O 4,4'-bis(carboxymethoxy)-1,1'-bicyclohexane